C(C=C)(=O)N1CC2N(C(C=3C=C(C(=C4C(=NN(C34)CC2)F)C2=CC=C(C=3SC(=C(C32)C#N)N)F)F)=O)CC1 4-(10-Acryloyl-2,4-difluoro-14-oxo-8,8a,9,10,11,12-hexahydro-7H,14H-pyrazino[1',2':5,6][1,5]diazocino[3,2,1-hi]indazol-3-yl)-2-amino-7-fluorobenzo[b]thiophene-3-carbonitrile